CNC1=CC=C2C=CC=NC2=C1 N-methylquinolin-7-amine